2-(7-chloroimidazo[1,5-a]pyridin-1-yl)-N-(6-(((8-cyano-6-cyclopropylimidazo[1,2-a]pyridin-2-yl)methyl)amino)pyrimidin-4-yl)acetamide ClC1=CC=2N(C=C1)C=NC2CC(=O)NC2=NC=NC(=C2)NCC=2N=C1N(C=C(C=C1C#N)C1CC1)C2